(propan-2-yl)-7-(2,3,5-trifluorophenyl)pyrrolo[1,2-b]pyridazine-3-carboxamide CC(C)C=1C(=CC=2N(N1)C(=CC2)C2=C(C(=CC(=C2)F)F)F)C(=O)N